tert-butyl (4-((6-methyl-2-(pyrrolidin-1-yl)pyrimidin-4-yl) amino)phenyl)carbamate CC1=CC(=NC(=N1)N1CCCC1)NC1=CC=C(C=C1)NC(OC(C)(C)C)=O